C1(CC1)COC(COC(=O)C1(CC1)OC1=C(C=C(C(=C1)N1C(N(C(=CC1=O)C(C)(F)F)C)=O)F)Cl)=O 2-(Cyclopropylmethoxy)-2-oxoethyl-1-{2-chloro-5-[4-(1,1-difluoroethyl)-3-methyl-2,6-dioxo-3,6-dihydropyrimidin-1(2H)-yl]-4-fluorophenoxy}cyclopropanecarboxylate